4-(4-amino-2,6-dimethyl-benzyl)-2-(allyl)-phenol NC1=CC(=C(CC2=CC(=C(C=C2)O)CC=C)C(=C1)C)C